FC1=C(C(=O)OC)C=C(C(=C1)F)CC1=NNC(C2=CC=C(C=C12)C#CC)=O methyl 2,4-difluoro-5-((4-oxo-7-(prop-1-ynyl)-3,4-dihydrophthalazin-1-yl)methyl)benzoate